C(CC)C1=C(C=CC=C1CCC)C1=CC=C(C=C1)CCC 2,3,4'-tripropylbiphenyl